N1(CCOCC1)CC1=C(C=C(C=C1)C1=NNC(OC1)=O)C(F)(F)F 5-{4-[(Morpholin-4-yl)methyl]-3-(trifluoromethyl)phenyl}-3,6-dihydro-2H-1,3,4-oxadiazin-2-one